3-methyl-2-(6-methylocta-1,5-dien-2-yl)cyclopent-2-en-1-one CC1=C(C(CC1)=O)C(=C)CCC=C(CC)C